FC=1C=CC(=NC1)COC=1C=C2CNC(C2=CC1)=O 5-[(5-fluoro-2-pyridinyl)methoxy]Isoindolin-1-one